(3R)-3-cyclopentyl-3-(4-(7-(2-(2-fluoro-[1,1'-biphenyl]-4-yl)propanoyl)-7H-pyrrolo[2,3-d]pyrimidin-4-yl)-1H-pyrazol-1-yl)propanenitrile C1(CCCC1)[C@@H](CC#N)N1N=CC(=C1)C=1C2=C(N=CN1)N(C=C2)C(C(C)C2=CC(=C(C=C2)C2=CC=CC=C2)F)=O